1-benzyl-1-(2-((2,6-dimethylphenyl)Sulfonyl)Ethyl)Azepan-1-ium Bromide [Br-].C(C1=CC=CC=C1)[N+]1(CCCCCC1)CCS(=O)(=O)C1=C(C=CC=C1C)C